trimethyl-phosphine telluride CP(C)(C)=[Te]